C(CCC)NC(COC1=C(C(=C(C=C1)C(C(CC)=C)=O)Cl)Cl)=O N-butyl-2-(2,3-dichloro-4-(2-methylenebutyryl)phenoxy)acetamide